N-(2,4,6-trimethylphenyl)imidazole CC1=C(C(=CC(=C1)C)C)N1C=NC=C1